2-(4-bromophenyl)ethoxypropane BrC1=CC=C(C=C1)CCOCCC